adenosine disodium triphosphate salt [O-]P([O-])(=O)OP(=O)(O)OP(=O)(O)O.[Na+].[Na+].[C@@H]1([C@H](O)[C@H](O)[C@@H](CO)O1)N1C=NC=2C(N)=NC=NC12